tert-butyl 9-(4-(4-nitrophenyl) piperazin-1-yl)-3-azaspiro[5.5]undecane-3-carboxylate [N+](=O)([O-])C1=CC=C(C=C1)N1CCN(CC1)C1CCC2(CCN(CC2)C(=O)OC(C)(C)C)CC1